C(CCCCCC)C1(CC(C(CC1)C(CO)C)O)C 1-n-heptyl-p-menthane-3,9-diol